2-methyl-3-butyne CC(C)C#C